N-(1-(2,6-dimethoxyphenyl)-2-(6-ethoxypyridin-2-yl)-1H-imidazo[4,5-b]pyrazin-6-yl)-1-(5-fluoropyrimidin-2-yl)methanesulfonamide COC1=C(C(=CC=C1)OC)N1C(=NC=2C1=NC(=CN2)NS(=O)(=O)CC2=NC=C(C=N2)F)C2=NC(=CC=C2)OCC